tert-butyl 4-(5-(1-ethoxyvinyl)thiophen-2-yl)-4-hydroxypiperidine-1-carboxylate C(C)OC(=C)C1=CC=C(S1)C1(CCN(CC1)C(=O)OC(C)(C)C)O